2-methyl-6-((trimethylsilyl)ethynyl)pyrazine CC1=NC(=CN=C1)C#C[Si](C)(C)C